N1=CC=C(C=C1)OCCOCCOCCN1C(C2=CC=CC=C2C1=O)=O 2-(2-(2-(2-(pyridin-4-yloxy)ethoxy)ethoxy)ethyl)isoindoline-1,3-dione